9-(5-methoxy-2-(1-methyl-1H-pyrazol-4-yl)-4-nitrophenyl)-3,9-diazaspiro[5.5]Undecane-3-carboxylate COC=1C(=CC(=C(C1)N1CCC2(CCN(CC2)C(=O)[O-])CC1)C=1C=NN(C1)C)[N+](=O)[O-]